[Cl-].[Cl-].C1(=CC=CC=C1)C(C1=CC=CC=C1)=[Zr+2](C1=CC=CC=2C3=CC=CC=C3CC12)C1C=C(C=C1C)C diphenylmethylene(3,5-dimethyl-cyclopentadienyl)(fluorenyl)zirconium dichloride